FC(C(=O)O)(F)F.NCCNC(CCCC[C@@H]1SC[C@@H]2NC(=O)N[C@H]12)=O N-(2-aminoethyl)biotinamide trifluoroacetate